CC1=C(C(=CC=C1)C)C1=NC=2NS(C3=CC=CC(C(N4C(CCC(OC(=C1)N2)C4)C4=CC=CC=C4)=O)=C3)(=O)=O 18-(2,6-Dimethylphenyl)-6-phenyl-2-oxa-14λ6-thia-7,15,17,20-tetraazatetracyclo[14.3.1.13,7.19,13]docosa-1(19),9(21),10,12,16(20),17-hexaene-8,14,14-trione